[tert-butoxycarbonyl(methyl)amino]propyl 4-methylbenzenesulfonate CC1=CC=C(C=C1)S(=O)(=O)OCCCN(C)C(=O)OC(C)(C)C